tert-butyl 3-chloro-4-(4,4,5,5-tetramethyl-1,3,2-dioxaborolan-2-yl)pyrazole-1-carboxylate ClC1=NN(C=C1B1OC(C(O1)(C)C)(C)C)C(=O)OC(C)(C)C